C(C)(=O)O[C@@H]1C[C@H](O[C@H]1N1C2=NC(=NC=C2N(C1=O)CCC(F)(F)F)N)COC(C)=O ((2S,4R,5R)-4-acetoxy-5-(2-amino-8-oxo-7-(3,3,3-trifluoropropyl)-7,8-dihydro-9H-purin-9-yl)tetrahydrofuran-2-yl)methylacetat